ClC=1C=C(NC2(CCC3(C(CC4=CC=C(C=C34)C3=C(C=CC=C3)OC)C[C@H](COC3=CC=NC=4CCC[C@H](C34)C)C)CC2)C(=O)O)C=CC1 4-(3-Chloroanilino)-6'-(2-methoxyphenyl)-2'-[(2R)-2-methyl-3-{[(5R)-5-methyl-5,6,7,8-tetrahydroquinolin-4-yl]oxy}propyl]-2',3'-dihydrospiro[cyclohexane-1,1'-indene]-4-carboxylic acid